methyl 7-[4-(2-tetrahydropyran-4-yloxyethoxy)phenoxy]-1-(2-trimethylsilylethoxymethyl)indazole-5-carboxylate O1CCC(CC1)OCCOC1=CC=C(OC=2C=C(C=C3C=NN(C23)COCC[Si](C)(C)C)C(=O)OC)C=C1